FC1=CC=C(C=C1)C1N(CCCC1)C1=NC=C(C=C1C(=O)NC1=CC(=NC=C1)S(N)(=O)=O)C(F)(F)F 2-[2-(4-fluorophenyl)-1-piperidyl]-N-(2-sulfamoyl-4-pyridyl)-5-(trifluoromethyl)pyridine-3-carboxamide